C(C1=CC=CC=C1)NC(CCC(=O)N=S1(CC(C#CC(C1)(C)C)(C)C)=O)=O N1-benzyl-N4-(3,3,6,6-tetramethyl-1-oxido-4,5-didehydro-2,3,6,7-tetrahydro-1λ6-thiepin-1-ylidene)succinamide